COC=1C=C(C=CC1)[C@H](C)N1C=C(C=C(C1=O)C(NC)=O)C(=O)O (S)-1-(1-(3-methoxyphenyl)ethyl)-5-(methylcarbamoyl)-6-oxo-1,6-dihydropyridine-3-carboxylic acid